BrC=1C(=C(C=C(C1)C)C(C)=O)O 1-(3-bromo-2-hydroxy-5-methylphenyl)ethanone